(4R,5S)-5-(((tert-butyldiphenylsilyl)oxy)methyl)-4-ethylpyrrolidin-2-one [Si](C1=CC=CC=C1)(C1=CC=CC=C1)(C(C)(C)C)OC[C@@H]1[C@@H](CC(N1)=O)CC